FC=1C=C2C=NC=NC2=C(C1)F 6,8-difluoroquinazoline